C(C)(=O)OC=1C(C2=CC=CC=C2C(C1CCCCCCCCCCCC)=O)=O 2-(acetyloxy)-3-dodecyl-1,4-naphthalenedione